[OH-].OCC[N+](CC)(CC)CC (2-hydroxyethyl)triethylammonium hydroxide